2,4-diphenylpentanedioic acid C1(=CC=CC=C1)C(C(=O)O)CC(C(=O)O)C1=CC=CC=C1